2-amino-3-methyl-N-((1R)-1-(2-pyrimidinyl)ethyl)-N-((6-(trifluoromethyl)-3-pyridazinyl)methyl)-6-quinolinecarboxamide NC1=NC2=CC=C(C=C2C=C1C)C(=O)N(CC=1N=NC(=CC1)C(F)(F)F)[C@H](C)C1=NC=CC=N1